acryloyloxy-1-phenylethene C(C=C)(=O)OC(=C)C1=CC=CC=C1